C(C=C)(=O)OCCCCCCCCCCCCCOC(C=C)=O tridecylene glycol diacrylate